2,5-dimethoxy-4-fluorophenylethylamine COC1=C(C=C(C(=C1)F)OC)CCN